CN(C(C1=C(N=CC(=C1)C(F)(F)F)NC1=NC(=NS1)C=1C=C2C(=CN1)N(C(C2)(C)C)C)=O)C N,N-Dimethyl-5-(trifluoromethyl)-2-((3-(1,2,2-trimethyl-2,3-dihydro-1H-pyrrolo[2,3-c]pyridin-5-yl)-1,2,4-thiadiazol-5-yl)amino)nicotinamide